OCC1(NCC1)C(=O)[O-] 2-(hydroxymethyl)azetidine-2-carboxylate